L-theanine aspartate N[C@@H](CC(=O)O)C(=O)O.N[C@@H](CCC(=O)NCC)C(=O)O